FC(C(=O)O)=C(C(C(C(C(C(F)(F)F)(F)F)(F)F)(F)F)(F)F)F perfluorooctenoic acid